C(#N)C[C@H]1C[C@H](NC1=O)COC1=NC=CC2=CC(=C(C=C12)OC)C(=O)N 1-{[(2S,4R)-4-(cyanomethyl)-5-oxopyrrolidin-2-yl]methoxy}-7-methoxyisoquinoline-6-carboxamide